(o-cresylglycidyl) ether C1(=C(C=CC=C1)C)C(C1CO1)OC(C1CO1)C1=C(C=CC=C1)C